1-hydroxy-N-methoxy-N,6,6,9-tetramethyl-3-pentyl-6H-benzo[c]chromene-2-carboxamide OC1=C2C3=C(C(OC2=CC(=C1C(=O)N(C)OC)CCCCC)(C)C)C=CC(=C3)C